[4-[(E)-[(6,8-dimethoxyquinazolin-4-yl)-isobutyl-hydrazono]methyl]-2-methoxy-phenyl]boronic acid COC=1C=C2C(=NC=NC2=C(C1)OC)N(\N=C\C1=CC(=C(C=C1)B(O)O)OC)CC(C)C